FC=1C=C(C=CC1)C1CCN(CC1)C1=C(C(N(C2=CC=CC=C12)C)=O)C#N 4-[4-(3-fluorophenyl)piperidin-1-yl]-1-methyl-2-oxo-1,2-dihydroquinoline-3-carbonitrile